Ethyl 2-[4-(propan-2-ylamino)phenyl]pyrazolo[1,5-a]pyrimidine-3-carboxylate CC(C)NC1=CC=C(C=C1)C1=NN2C(N=CC=C2)=C1C(=O)OCC